C(C)C(C(=O)[O-])(CCCCCCCC)CCCCCC 2-ethyl-2-hexyldecanoat